methyl (S)-2-azido-3,3-dimethylbutanoate N(=[N+]=[N-])[C@H](C(=O)OC)C(C)(C)C